Thiopyran phosphorus [P].S1CC=CC=C1